(8α,9S)-6'-methoxycinchonan-9-amine trihydrochloride Cl.Cl.Cl.COC1=CC=C2N=CC=C([C@@H]([C@@H]3C[C@H]4[C@H](CN3CC4)C=C)N)C2=C1